C(C)(C)(C)C1=CC=C(C=C1)C=1OC(=C(N1)C(=O)OCC)C1=CC=CC=C1 ethyl 2-(4-(tert-butyl)phenyl)-5-phenyloxazole-4-carboxylate